CN(C)C1OC(=O)C2=CC=CC=C12 (dimethylamino)phthalide